(2S,4R)-1-[(2S)-3,3-dimethyl-2-[4-(1,3,5-trimethylpyrazol-4-yl)triazol-1-yl]butanoyl]-4-hydroxy-N-methyl-pyrrolidine-2-carboxamide CC([C@@H](C(=O)N1[C@@H](C[C@H](C1)O)C(=O)NC)N1N=NC(=C1)C=1C(=NN(C1C)C)C)(C)C